(R)-4-chloro-5-(3-((5-fluoro-4-(1,3,5-trimethyl-1H-pyrazol-4-yl)pyridin-2-yl)oxy)pyrrolidin-1-yl)-2-(2-hydroxyethyl)pyridazin-3(2H)-one ClC=1C(N(N=CC1N1C[C@@H](CC1)OC1=NC=C(C(=C1)C=1C(=NN(C1C)C)C)F)CCO)=O